Cl.CNC1(CC2=C(C=CS2)CC1)C N,6-dimethyl-5,7-dihydro-4H-benzothiophen-6-amine hydrochloride